O1-tert-butyl O2-methyl 2-(3-chloropropyl)pyrrolidine-1,2-dicarboxylate ClCCCC1(N(CCC1)C(=O)OC(C)(C)C)C(=O)OC